(S)-5-cyano-N-(1-(3,4-difluorophenyl)-2,2,2-trifluoroethyl)-N-ethylpyridine-3-sulfonamide C(#N)C=1C=C(C=NC1)S(=O)(=O)N(CC)[C@H](C(F)(F)F)C1=CC(=C(C=C1)F)F